(3E)-6-(nonyloxymethoxy)-3-hexenylmagnesium bromide C(CCCCCCCC)OCOCC/C=C/CC[Mg]Br